F[C@H]1COCC[C@H]1NC=1C=2N(C=CC1)C(=C(N2)C#CCNC2=C(C=C(C(=O)NC)C=C2)OC)SC(F)(F)F 4-((3-(8-(((3R,4R)-3-fluorotetrahydro-2H-pyran-4-yl)amino)-3-((trifluoromethyl)thio)imidazo[1,2-a]pyridin-2-yl)prop-2-yn-1-yl)amino)-3-methoxy-N-methylbenzamide